cis-2-[(tert-Butoxycarbonyl)amino]-3-hydroxy-3-[4-(methoxy)phenyl]propionic acid methyl ester COC(C(C(C1=CC=C(C=C1)OC)O)NC(=O)OC(C)(C)C)=O